BrC1=C(C=C(C(=O)NC2=C3C(N(C=NC3=CC=C2)CCC2=C(C=CC=C2)OC)=O)C=C1)Cl 4-bromo-3-chloro-N-(3-(2-methoxyphenylethyl)-4-oxo-3,4-dihydroquinazolin-5-yl)benzamide